C(CC=C)OC1=C(C(=CC=C1)C)C1=CC(=CC=C1)[C@H](CC(=O)OC)NC([C@@H](CCC=C)O)=O Methyl (S)-3-(2'-(but-3-en-1-yloxy)-6'-methyl-[1,1'-biphenyl]-3-yl)-3-((R)-2-hydroxyhex-5-enamido)propanoate